NC=1C=C(C=NC1F)NC(OC(C)(C)C)=O tert-butyl (5-amino-6-fluoropyridin-3-yl)carbamate